4-[[2-[(6-bromo-2,3,4-trifluoro-phenyl)sulfonyl-[[2-(trifluoromethyl)phenyl]methyl]amino]acetyl]-[(3,5-dicyclopropylphenyl)methyl]amino]-3-ethoxy-benzoic acid BrC1=CC(=C(C(=C1S(=O)(=O)N(CC(=O)N(C1=C(C=C(C(=O)O)C=C1)OCC)CC1=CC(=CC(=C1)C1CC1)C1CC1)CC1=C(C=CC=C1)C(F)(F)F)F)F)F